4H-pyrrolo[3,4-d]Thiazol-6(5H)-one S1C=NC2=C1C(NC2)=O